C(C)(C)(C)C=1C=C2C=NN(C(C2=C(C1)F)=O)C1=NC=CC(=C1CO)C=1C=C(C(N(C1)C)=O)NC(=O)C1CC12CC2 N-[5-[2-(6-tert-butyl-8-fluoro-1-oxo-phthalazin-2-yl)-3-(hydroxymethyl)-4-pyridinyl]-1-methyl-2-oxo-3-pyridinyl]Spiro[2.2]Pentane-2-carboxamide